tert-butyl 2-(4-amino-6-bromo-7-methyl-9H-pyrimido[4,5-b]indol-9-yl)acetate NC1=NC=NC=2N(C3=CC(=C(C=C3C21)Br)C)CC(=O)OC(C)(C)C